[Cl-].C(C(=C)C)(=O)OCC[N+](C)(C)C [2-(Methacryloyloxy)ethyl]trimethylammonium chlorid